4-((tert-butoxycarbonyl)(methyl)amino)-2-oxo-1-phenyl-7-(trifluoromethyl)-1,2-dihydro-1,8-naphthyridine-3-carboxylic acid ethyl ester C(C)OC(=O)C=1C(N(C2=NC(=CC=C2C1N(C)C(=O)OC(C)(C)C)C(F)(F)F)C1=CC=CC=C1)=O